C(CCCCCCCCCCC)(=O)OCCCCCCCCCCCCCCCCCCCCCCCC tetracosyl laurate